((6-(4-aminopiperidin-1-yl)-5-methylpyridin-3-yl)methyl)-N2-butylimidazo[2,1-f][1,2,4]triazine-2,4-diamine NC1CCN(CC1)C1=C(C=C(C=N1)CC=1N=C2C(=NC(=NN2C1)NCCCC)N)C